OC1=CC=C2C(=CNC2=C1)CC(=O)NC1=CC(=CC=C1)SC 2-(6-hydroxy-1H-indol-3-yl)-N-(3-(methylthio)phenyl)acetamide